(S)-N-acetyl-N-methylazepane-4-carboxamide C(C)(=O)N(C(=O)[C@@H]1CCNCCC1)C